tert-Butyl-4-(3-hydroxy-2-(pyridin-2-yl)-4,5,6,7-tetrahydro-2H-indazol-5-yl)piperazine C(C)(C)(C)N1CCN(CC1)C1CC2=C(N(N=C2CC1)C1=NC=CC=C1)O